C1(CC1)OC=1C(=NC(=NC1)C=1C(=NC=NC1OC)C1CC1)OCC1=CC=C(C=C1)C=1N(C=C(N1)C(F)(F)F)C 5-(cyclopropoxy)-2-(4-cyclopropyl-6-methoxy-pyrimidin-5-yl)-4-[[4-[1-methyl-4-(trifluoromethyl)imidazol-2-yl]phenyl]methoxy]pyrimidine